O[C@@H]1CN(CC1)C1=CC(=NC=C1)C(=O)NC=1C=CC=C2C=CC=NC12 (S)-4-(3-hydroxypyrrolidin-1-yl)-N-(quinolin-8-yl)picolinamide